C(C=C)(=O)N1C[C@@H](CCCC1)N1C(=NC2=C1C(=CC(=C2)OC2COC2)Cl)NC(C2=CC(=NC=C2)C)=O (R)-N-(1-(1-acryloylazepan-3-yl)-7-chloro-5-(oxetan-3-yloxy)-1H-benzo[d]imidazol-2-yl)-2-methylisonicotinamide